1,3-bis(2,4,6-trimethylphenyl)-imidazole CC1=C(C(=CC(=C1)C)C)N1CN(C=C1)C1=C(C=C(C=C1C)C)C